morpholin-4-ium 4-methoxyphenyl(morpholino)phosphinodithioate ethyl-(2-(3-(3-(pentan-3-ylcarbamoyl)-1H-pyrazol-5-yl)phenyl)oxazole-5-carbonyl)-L-phenylalaninate C(C)N([C@@H](CC1=CC=CC=C1)C(=O)[O-])C(=O)C1=CN=C(O1)C1=CC(=CC=C1)C1=CC(=NN1)C(NC(CC)CC)=O.COC1=CC=C(C=C1)P(=S)([S-])N1CCOCC1.[NH2+]1CCOCC1.[NH2+]1CCOCC1